NC1=C(C=C(C=N1)C=1C=C2N(N1)CC[C@]21CN(CC1)C(=O)NC1CCC1)OCC1=C(C=CC=C1)Cl |r| (rac)-2'-{6-amino-5-[(2-chlorophenyl)methoxy]pyridin-3-yl}-N-cyclobutyl-5',6'-dihydrospiro[pyrrolidine-3,4'-pyrrolo[1,2-b]pyrazole]-1-carboxamide